C(C1=CC=CC=C1)OC1CC(C1)OC1=NC=CC=C1C#N 2-[(1s,3s)-3-(benzyloxy)cyclobutoxy]Pyridine-3-carbonitrile